N,N'-bis(octadecyl)-L-glutamic diamide C(CCCCCCCCCCCCCCCCC)NC([C@@H](N)CCC(=O)NCCCCCCCCCCCCCCCCCC)=O